dihydro-4H-pyrano[3,4-d]isoxazole O1NCC2=C1C=COC2